5-Bromo-7-(difluoromethoxy)-3-((dimethylamino)methylene)isobenzofuran-1(3H)-one BrC=1C=C2C(OC(C2=C(C1)OC(F)F)=O)=CN(C)C